2-FLUORO-5-METHYLISONICOTINALDEHYDE FC=1C=C(C=O)C(=CN1)C